2,2'-(4,10-bis((perfluorophenyl)methyl)-1,4,7,10-tetraazacyclododecane-1,7-diyl)diacetic acid FC1=C(C(=C(C(=C1F)F)F)F)CN1CCN(CCN(CCN(CC1)CC(=O)O)CC1=C(C(=C(C(=C1F)F)F)F)F)CC(=O)O